Ethyl (ethoxymethylene)cyanoacetate C(C)OC=C(C(=O)OCC)C#N